CN(CCN(C=1C(=CC(=CC1)N)NC)C)C N1-(2-(dimethylamino)ethyl)-N1,N2-dimethylbenzene-1,2,4-triamine